(R)-N-(1-(3-(methylsulfonyl)phenyl)-1,4,5,7-tetrahydropyrano[3,4-c]pyrazol-4-yl)-5,6,7,8-tetrahydroimidazo[1,5-a]pyridine-1-carboxamide CS(=O)(=O)C=1C=C(C=CC1)N1N=CC2=C1COC[C@@H]2NC(=O)C=2N=CN1C2CCCC1